(4'-benzoxazol-2-yl-biphenyl-4-yl)-(4-dibenzofuran-3-yl-phenyl)amine O1C(=NC2=C1C=CC=C2)C2=CC=C(C=C2)C2=CC=C(C=C2)NC2=CC=C(C=C2)C=2C=CC1=C(OC3=C1C=CC=C3)C2